C(C(C)C1(C=CC=C1)C1=CC=CC=C1C(=O)O)C1(C=CC=C1)C1=CC=CC=C1C(=O)O propylene-dicyclopentadiene-benzoic acid